(12AR)-10-chloro-9-(2-fluoro-6-methoxyphenyl)-7-(1H-imidazol-1-yl)-3,4,12,12a-tetrahydro-6H-pyrazino[2,1-c][1,4]benzooxazepine-2(1H)-carboxylic acid tert-butyl ester C(C)(C)(C)OC(=O)N1C[C@@H]2COC3=C(CN2CC1)C(=CC(=C3Cl)C3=C(C=CC=C3OC)F)N3C=NC=C3